2-phenylamino-4,6-dimercaptotriazine C1(=CC=CC=C1)NN1NC(=CC(=N1)S)S